Ethyl 4-[[5-(2-methoxyethoxymethyl)-2-phenyl-1H-indol-7-yl]amino]piperidine-1-carboxylate {ethyl 4-[[5-(2-methoxyethoxymethyl)-2-phenyl-1H-indol-7-yl]amino]piperidine-1-carboxylate} C(C)C1N(CCC(C1)NC=1C=C(C=C2C=C(NC12)C1=CC=CC=C1)COCCOC)C(=O)O.COCCOCC=1C=C2C=C(NC2=C(C1)NC1CCN(CC1)C(=O)OCC)C1=CC=CC=C1